3-BUTYNAL C(CC#C)=O